CC1=CC(=NN1C1=NC(=CC=C1[C@@H]1OC[C@@H](C1)O)N1C=NC2=C1C=CC(=C2)NC=2N=NC(=CC2)C)C#N |r| 5-methyl-1-[6-[5-[(6-methylpyridazin-3-yl)amino]benzimidazol-1-yl]-3-[rac-(2R,4R)-4-hydroxyoxolan-2-yl]pyridin-2-yl]pyrazole-3-carbonitrile